C(N(C([SH-]CCCC)=S)CCCC)N(C([SH-]CCCC)=S)CCCC methylenebis(di-n-butyl dithiocarbamate)